Hydroxy-4-methylcoumarin OC=1C(OC2=CC=CC=C2C1C)=O